6-bromo-1-(oxan-2-yl)indazole-3-carbonitrile BrC1=CC=C2C(=NN(C2=C1)C1OCCCC1)C#N